[(8S,11R,13S,14S,17R)-17-acetyl-11-[4-(6-hydroxyhexylamino)phenyl]-13-methyl-3-oxo-1,2,6,7,8,11,12,14,15,16-decahydrocyclopenta[a]phenanthren-17-yl] acetate C(C)(=O)O[C@@]1(CC[C@H]2[C@@H]3CCC4=CC(CCC4=C3[C@H](C[C@]12C)C1=CC=C(C=C1)NCCCCCCO)=O)C(C)=O